COC1=C(C(NC(=N1)C1=NC=CC=C1)=O)C(F)(F)F 6-methoxy-2-(2-pyridyl)-5-(trifluoromethyl)-4(3H)-pyrimidinone